COC1=CC=C(C=C1)CNC1=NC(=NC=2N1N=CC2)N2CCOCC2 N-[(4-methoxyphenyl)methyl]-2-(morpholin-4-yl)pyrazolo[1,5-a][1,3,5]triazin-4-amine